1-benzyl-N-(2-fluorophenyl)-2-oxopyrrolidine-3-carboxamide C(C1=CC=CC=C1)N1C(C(CC1)C(=O)NC1=C(C=CC=C1)F)=O